malonic acid monotert-butyl ester C(C)(C)(C)OC(CC(=O)O)=O